NC(C(=O)O)CC1=CC=C(C=C1)C(C)(C)C 2-amino-3-(4-(tert-butyl)phenyl)propanoic acid